(S)-2-amino-N-(9-ethyl-9-hydroxy-10,13-dioxo-2,3,9,10,13,15-hexahydro-1H,12H-benzo[de]pyrano[3',4':6,7]indolizino[1,2-b]quinolin-4-yl)acetamide NCC(=O)NC1=C2C=3C(=C4C(=NC3C=C1)C1=CC3=C(C(N1C4)=O)COC([C@]3(O)CC)=O)CCC2